C(C(=O)C[C@H](O)[C@@H](O)[C@@H](O)[C@H](O)[C@H](O)CO)(=O)O 3-deoxy-D-glycero-D-galacto-nonulosonic acid